FC1=C(C=CC=C1)C1=C(C2=CC3=CC=CC=C3C=C2C=C1)C1=COC=2C1=CC=C1C2C=CC2=CC=CC=C21 (fluorophenyl)(naphthobenzofuranyl)anthracene